7-ethyl-7H-pyrrolo[2,3-c]Pyridazine-3-carboxamide C(C)N1C=CC2=C1N=NC(=C2)C(=O)N